N1CCC(CC1)NC1=NC=CC=N1 N-(Piperidin-4-yl)pyrimidin-2-amine